3-(3-ethyl-2-(2-methylpyridin-4-yl)-1H-indol-5-yl)-5-(2-(1-isopropylpiperidin-4-yl)ethyl)-1,2,4-oxadiazole C(C)C1=C(NC2=CC=C(C=C12)C1=NOC(=N1)CCC1CCN(CC1)C(C)C)C1=CC(=NC=C1)C